C1CCCC2=NC3=CC=CC=C3C(=C12)NCCCCNC(=O)[C@@H]1CNCC1 (S)-N-(4-((1,2,3,4-tetrahydroacridin-9-yl)amino)butyl)pyrrolidine-3-carboxamide